4-([4,2':6',4''-terpyridyl]-4'-yl)phenol N1=CC=C(C=C1)C1=NC(=CC(=C1)C1=CC=C(C=C1)O)C1=CC=NC=C1